N=1C=NN2C1C=C(C=C2)OC2=CC(=C(C=C2C2CC2)NC2=NC=NC1=CC(=C(C=C21)NC(C(=CC2N(CCC2)C)F)=O)OC)OC N-(4-((4-([1,2,4]triazolo[1,5-a]pyridin-7-yloxy)-5-cyclopropyl-2-methoxyphenyl)amino)-7-methoxyquinazolin-6-yl)-2-fluoro-3-(1-methylpyrrolidin-2-yl)acrylamide